pyridylcyclooctan N1=C(C=CC=C1)C1CCCCCCC1